ClC1=C(C=CC=C1OC)N1N=CC2=C1COC[C@@H]2NC(=O)C2=NNC=1CCCCC21 (R)-N-(1-(2-chloro-3-methoxyphenyl)-1,4,5,7-tetrahydropyrano[3,4-c]pyrazol-4-yl)-4,5,6,7-tetrahydro-1H-indazole-3-carboxamide